2-Chloro-5-{[(2,2-dimethylpropanoyl)amino]methyl}-N-{1-[5-(trifluoromethyl)pyridin-3-yl]-1H-indazole-4-yl}benzamide ClC1=C(C(=O)NC2=C3C=NN(C3=CC=C2)C=2C=NC=C(C2)C(F)(F)F)C=C(C=C1)CNC(C(C)(C)C)=O